Cl.ClC=1C(=NC(=CC1)F)OC=1C(=C(C=CC1)C[C@@H]1NCC([C@@H]1NS(=O)(=O)C)(F)F)F N-[(2S,3R)-2-({3-[(3-Chloro-6-fluoropyridin-2-yl)oxy]-2-fluorophenyl}methyl)-4,4-difluoropyrrolidin-3-yl]methanesulfonamide hydrochloride